BrC1=C(C(=C(C(=C1C#C)C#C)C#C)Br)Br tribromotriethynylbenzene